C(C)(C)(C)C1=NN(C(=C1)NC(=O)C1=CSC=2CN(CCC21)C(=O)C2=CN=C1N2C=C(C=C1)C)C N-(3-(Tert-butyl)-1-methyl-1H-pyrazol-5-yl)-6-(6-methylimidazo[1,2-a]pyridin-3-carbonyl)-4,5,6,7-tetrahydrothieno[2,3-c]pyridin-3-carboxamid